phenylcyclohexyl glycolate C(CO)(=O)OC1(CCCCC1)C1=CC=CC=C1